FC(C=1OC(=NN1)C1=CC=C(C=C1)CN1N=C(N=N1)CC1=NC=CC=C1)F 2-(difluoromethyl)-5-(4-((5-(pyridin-2-ylmethyl)-2H-tetrazol-2-yl)methyl)phenyl)-1,3,4-oxadiazole